COC(=O)C1=C(N=C(N1N)C(CCO)C1CN(C1)C(=O)OC(C)(C)C)C1=CC=C(C=C1)OC1=CC=CC=C1 1-amino-2-(1-(1-(t-butoxycarbonyl)azetidin-3-yl)-3-hydroxypropyl)-4-(4-Phenoxyphenyl)-1H-imidazole-5-carboxylic acid methyl ester